aluminum ethylhydride CC.[Al]